Morpholinyl-pyridone N1(CCOCC1)C=1C(NC=CC1)=O